Dibutyl-Phthalat C(CCC)OC(C=1C(C(=O)OCCCC)=CC=CC1)=O